3,5-dimethoxy-2,4,6-trinitrofluorobenzene COC=1C(=C(C(=C(C1[N+](=O)[O-])OC)[N+](=O)[O-])F)[N+](=O)[O-]